FC1=C(C=CC(=C1)F)CCC(CC=1OC(=NN1)C)=O 4-(2,4-difluorophenyl)-1-(5-methyl-1,3,4-oxadiazol-2-yl)butan-2-one